tertbutyl 4-hydroxyazepane-1-carboxylate OC1CCN(CCC1)C(=O)OC(C)(C)C